(1S,3R,4S)-N-[(1S)-1-cyano-2-[(3R)-2-oxo-3-piperidyl]ethyl]-5,5-difluoro-2-[(2S)-4-methyl-2-[(2,2,2-trifluoroacetyl)amino]pentanoyl]-2-azabicyclo[2.2.2]octane-3-carboxamide C(#N)[C@H](C[C@@H]1C(NCCC1)=O)NC(=O)[C@@H]1N([C@@H]2CC([C@H]1CC2)(F)F)C([C@H](CC(C)C)NC(C(F)(F)F)=O)=O